7-((2-(2,6-dioxopiperidin-3-yl)-6-fluoro-1-oxoisoindolin-4-yl)thio)-N,N-diisopropylheptanamide O=C1NC(CCC1N1C(C2=CC(=CC(=C2C1)SCCCCCCC(=O)N(C(C)C)C(C)C)F)=O)=O